C1CSSP1 dithiaphospholane